C(C1=CC=CC=C1)OC1CC(C1)N1C=C(C2=C1N=CN=C2N(C(OC(C)(C)C)=O)C(=O)OC(C)(C)C)I tert-butyl (7-(3-(benzyloxy)cyclobutyl)-5-iodo-7H-pyrrolo[2,3-d]pyrimidin-4-yl)(tert-butoxycarbonyl)carbamate